BrC1=CC(=C(C=C1)C1=NOC(=N1)C1=CC2=C(N(N=N2)C2CCCC2)C=C1)C(F)(F)F 5-{3-[4-bromo-2-(trifluoromethyl)phenyl]-1,2,4-oxadiazol-5-yl}-1-cyclopentyl-1H-1,2,3-benzotriazole